methyl 4-(difluoromethoxy)-3-[(1-methyl-1H-pyrazol-4-yl)ethynyl]benzoate FC(OC1=C(C=C(C(=O)OC)C=C1)C#CC=1C=NN(C1)C)F